3-(3-methoxyphenyl)urea COC=1C=C(C=CC1)NC(N)=O